bis(2,4,6-trifluorophenyl)dimethylaminophosphine FC1=C(C(=CC(=C1)F)F)P(N(C)C)C1=C(C=C(C=C1F)F)F